FC1=CC=C(C=C1)C(COC)COC 2-(p-fluorophenyl)-1,3-dimethoxypropane